Methyl alcohol CO